COC(C(CC)(C=1C=CC=2N(C1)N=CC2)C)=O methyl-2-methyl-2-pyrazolo[1,5-a]pyridin-6-yl-propionic acid methyl ester